5-Fluoro-2-(tetrahydro-2H-pyran-4-yl)-6-vinylquinazoline FC1=C2C=NC(=NC2=CC=C1C=C)C1CCOCC1